6-amino-2-(4-methoxybenzyl)isoindolone NC1=CC=C2CN(C(C2=C1)=O)CC1=CC=C(C=C1)OC